CC1(CC=C(CC1)C1=NC(=CC=C1NC(OC(C)(C)C)=O)N1CC(OC(C1)(C)C)(C)C)C tert-butyl N-[2-(4,4-dimethylcyclohexen-1-yl)-6-(2,2,6,6-tetramethylmorpholin-4-yl)-3-pyridyl]carbamate